NC1=C(C2=C(S1)C(=CC=C2C=2C1=C(C=3C=NC(=NC3C2Cl)OCC2(CC2)CN2CCC(CC2)=C(F)F)COC1)F)C#N (R)-2-Amino-4-(5-chloro-3-((1-((4-(difluoromethylidene)piperidin-1-yl)methyl)cyclopropyl)methoxy)-7,9-dihydrofuro[3,4-f]quinazolin-6-yl)-7-fluorobenzo[b]thiophene-3-carbonitrile